FC=1C(=NC=C(C1)F)CNC(=O)C1=CN=C(S1)N1CCC(CC1)N1C[C@H](CCC1)C1=CC=CC=C1 |r| rac-N-[(3,5-difluoropyridin-2-yl)methyl]-2-(3-phenyl-[1,4'-bipiperidine]-1'-yl)-1,3-thiazole-5-carboxamide